6,7-bis(2-methoxylethoxy)-4-(4-(phenylsulfonyl)piperazin-1-yl)quinazoline O(C)CCOC=1C=C2C(=NC=NC2=CC1OCCOC)N1CCN(CC1)S(=O)(=O)C1=CC=CC=C1